O=C1NC(CCC1C1OC=CC1=O)=O 2-(2,6-dioxopiperidin-3-yl)-3-oxo-2,3-dihydro-1H-furan